FC1=C(C=C(C=C1)OC)[N+](=O)[O-] 6-fluoro-3-methoxy-5-nitrobenzene